C(#N)C=1N=C(SC1CC1=CC(=CC=C1)F)C=1C(=NN(C(C1)=O)C)C(=O)N (4-cyano-5-(3-fluorobenzyl)thiazol-2-yl)-1-methyl-6-oxo-1,6-dihydropyridazine-3-carboxamide